C1(CCCCC1)CNC(CC1C(NC2=C(S1)C=CN=C2)=O)=O N-(cyclohexylmethyl)-2-(3-oxo-3,4-dihydro-2H-pyrido[4,3-b][1,4]thiazin-2-yl)acetamide